ClC1=CC=C(C=C1)C=1C=C(C(N(N1)C1=CC(=NN1)C)=O)C(=O)N[C@H](CO)C 6-(4-chlorophenyl)-N-[(2S)-1-hydroxypropan-2-yl]-2-(3-methyl-1H-pyrazol-5-yl)-3-oxo-2,3-dihydropyridazine-4-carboxamide